NC=1C(=C(C=C2C=C(N=CC12)NC(O[C@H]1[C@@H](CCCC1)NC)=O)C1=C(C2=C(OCCN2)N=C1)C)F (trans)-2-(Methylamino)cyclohexyl (8-amino-7-fluoro-6-(8-methyl-2,3-dihydro-1H-pyrido[2,3-b][1,4]oxazin-7-yl)isoquinolin-3-yl)carbamate